C(C)(C)(C)N1N=C2C(C(=NC=C2)NCC2=NC(=NO2)C=2N(C=3C=CC=C(C3C2)N[C@H]2[C@H](CN(CC2)C)F)CC(F)(F)F)=C1 2-{5-[({2-tert-butyl-2H-pyrazolo[4,3-c]pyridin-4-yl}amino)methyl]-1,2,4-oxadiazol-3-yl}-N-[(3S,4R)-3-fluoro-1-methylpiperidin-4-yl]-1-(2,2,2-trifluoroethyl)-1H-indol-4-amine